C(C)(=O)C1=CC2=C(O1)C(C1=CC=CC=C1C2=O)=O 2-acetyl-4H,9H-naphtho[2,3-b]furan-4,9-dione